(4aR,8aS)-6-(4-(1-(2-Chloro-4-fluorophenoxy)-2,2,2-trifluoroethyl)piperidine-1-carbonyl)hexahydro-2H-pyrido[4,3-b][1,4]oxazin-3(4H)-one ClC1=C(OC(C(F)(F)F)C2CCN(CC2)C(=O)N2C[C@@H]3[C@@H](OCC(N3)=O)CC2)C=CC(=C1)F